C(C)(=O)OO.C(C)(=O)OO peracetic acid, peracetic acid salt